Cl.N1=C(C=CC=C1)CC(=O)Cl 2-(2-pyridyl)acetyl chloride hydrochloride